phenanthreneimine C1(CC=CC=2C3=CC=CC=C3C=CC12)=N